C1(CCCCC1)N1CC2=C(N=C(N=C2O)N([C@H](CC)C2CCC(CC2)C(=O)[O-])C)CC1 (1R,4r)-4-((R)-1-((6-cyclohexyl-4-hydroxy-5,6,7,8-tetrahydropyrido[4,3-d]pyrimidin-2-yl)(methyl)amino)propyl)cyclohexane-1-carboxylate